F[C@H]1CN(CC[C@H]1NC1=C2C=C(N(C2=CC=C1)CC(F)(F)F)C1=NOC(=N1)CNC(C)=O)C N-{[3-(4-{[(3S,4R)-3-fluoro-1-methylpiperidin-4-yl]amino}-1-(2,2,2-trifluoroethyl)-1H-indol-2-yl)-1,2,4-oxadiazol-5-yl]methyl}acetamide